[Si](C)(C)(C(C)(C)C)O[C@@H]1C[C@@](N([C@@H]1C)C(=O)OC(C)(C)C)(C(=O)OC)CC(=C)CCl 1-(tert-butyl) 2-methyl (2R,4R,5R)-4-((tert-butyldimethylsilyl) oxy)-2-(2-(chloromethyl)-allyl)-5-methylpyrrolidine-1,2-dicarboxylate